6-methyl-3-((1-(10-methyl-8-oxo-5,8-dihydro-6H-isoquinolino[1,2-b]quinazolin-12-yl)ethyl)amino)picolinic acid CC1=CC=C(C(=N1)C(=O)O)NC(C)C=1C=C(C=C2C(N3C(=NC12)C=1C=CC=CC1CC3)=O)C